COC([C@@H](NC(C(CBr)(OC)OC)=O)COCC1=CC=CC=C1)=O O-benzyl-N-(3-bromo-2,2-dimethoxypropionyl)-L-serine methyl ester